7-chloro-N-(cyclopropylmethyl)-3-(2,6-dichloro-3,5-dimethoxyphenyl)-N-methyl-2,6-naphthyridine-1-amine ClC1=NC=C2C=C(N=C(C2=C1)N(C)CC1CC1)C1=C(C(=CC(=C1Cl)OC)OC)Cl